N-(4-((3S,5R)-3-amino-5-methylpiperidin-1-yl)pyridin-3-yl)-2,2',6,6'-tetrafluoro-4'-((R)-3-methoxypyrrolidin-1-yl)-[1,1'-biphenyl]-3-carboxamide dihydrochloride Cl.Cl.N[C@@H]1CN(C[C@@H](C1)C)C1=C(C=NC=C1)NC(=O)C=1C(=C(C(=CC1)F)C1=C(C=C(C=C1F)N1C[C@@H](CC1)OC)F)F